(4-(Cyclopropanecarbonyl)piperazin-1-yl)(7-methoxy-4-(1,4-dioxa-8-azaspiro[4.5]decan-8-yl)quinolin-3-yl)methanone C1(CC1)C(=O)N1CCN(CC1)C(=O)C=1C=NC2=CC(=CC=C2C1N1CCC2(OCCO2)CC1)OC